2-bromo-4-fluoro-6-(prop-1-en-2-yl)aniline BrC1=C(N)C(=CC(=C1)F)C(=C)C